3-(2-(5-methyl-[1,1'-biphenyl]-2-yl)-1H-pyrrolo[2,3-b]pyridin-3-yl)-acetone CC=1C=CC(=C(C1)C1=CC=CC=C1)C1=C(C=2C(=NC=CC2)N1)CC(C)=O